[2H]C(C(=O)O)=C([2H])[2H] 2,3,3-trideuterioprop-2-enoic acid